2-[2-(Dimethylamino)ethyl]-8-fluoro-6,7-dihydro-5H-cyclopenta[f][1,3]benzoxazole-6-carbaldehyde CN(CCC=1OC2=C(N1)C=C1C(=C2F)CC(C1)C=O)C